1-palmitoyl-2-oleoyl-sn-glycero-3-phosphoglycerate C(CCCCCCCCCCCCCCC)(=O)OC[C@@H](OC(CCCCCCC\C=C/CCCCCCCC)=O)COP(=O)(O)OC(C(=O)[O-])CO